methyl 2-methoxy-4-morpholinobenzoate COC1=C(C(=O)OC)C=CC(=C1)N1CCOCC1